FC1=C(C(=C2C=CN(C2=C1)S(=O)(=O)C1=CC=C(C)C=C1)CO)OC1=CC(=NC=C1)C(N)=S 4-((6-fluoro-4-(hydroxymethyl)-1-tosyl-1H-indol-5-yl)oxy)pyridine-2-carbothioamide